ClC=1C(=C(C[C@@H]2N(CCC[C@@H]2NS(=O)(=O)C)C(=O)OCC)C=CC1)F ethyl cis-2-(3-chloro-2-fluorobenzyl)-3-((methylsulfonyl)amino)piperidine-1-carboxylate